CN1N=CC(=C1)C=1C=NN2C1C=C(C=C2)C2=CNC1=NC=C(C=C12)C(=O)NC=1C=NN(C1)C1CCN(CC1)C 3-(3-(1-methyl-1H-pyrazol-4-yl)pyrazolo[1,5-a]pyridin-5-yl)-N-(1-(1-methylpiperidin-4-yl)-1H-pyrazol-4-yl)-1H-pyrrolo[2,3-b]pyridine-5-carboxamide